Dilithium bis-borate salt B([O-])([O-])O.B(O)(O)O.[Li+].[Li+]